NC=1N=C(SC1C(C1=CC=CC=C1)=O)N(C1=C(C=CC=C1)F)C(C(=O)N)C (N-(4-amino-5-benzoyl-thiazol-2-yl)-2-fluoro-anilino)propanamide